3-fluoro-4-(2-(1-(2-(methylthio)propionyl)piperidin-2-yl)-1H-imidazol-5-yl)benzonitrile FC=1C=C(C#N)C=CC1C1=CN=C(N1)C1N(CCCC1)C(C(C)SC)=O